C(C1=CC=CC=C1)OC(=O)N1[C@H]2[C@@H](CC1)OC(C2)=O (3aR,6aR)-2-oxohexahydro-4H-furo[3,2-b]Pyrrole-4-carboxylic acid benzyl ester